P(=O)(O)(O)O.CP(N)(O)=O methyl-phosphonic acid, amide phosphate